OCCCCCCC1=CC=C(C=C1)CCCCCCO 1,4-bis(6-hydroxyhexyl)benzene